8-(4-chloro-2-fluoro-phenyl)-2,3-dimethyl-6-[(2R)-2-[1-(oxetan-3-yl)pyrazol-4-yl]morpholin-4-yl]pyrido[3,4-d]pyrimidin-4-one ClC1=CC(=C(C=C1)C1=NC(=CC2=C1N=C(N(C2=O)C)C)N2C[C@H](OCC2)C=2C=NN(C2)C2COC2)F